5-(2-methylpyridin-4-yl)-N-(2-morpholino-5-(piperidin-1-yl)thiazolo[4,5-b]pyridin-6-yl)furan-2-carboxamide CC1=NC=CC(=C1)C1=CC=C(O1)C(=O)NC=1C=C2C(=NC1N1CCCCC1)N=C(S2)N2CCOCC2